2-(4-chlorophenyl)isoindole ClC1=CC=C(C=C1)N1C=C2C=CC=CC2=C1